5-(4-(trifluoromethoxy)phenyl)-1H-1,2,3-triazole FC(OC1=CC=C(C=C1)C1=CN=NN1)(F)F